4-(prop-2-yn-1-yloxy)piperidine-1-carboxylic acid tert-butyl ester C(C)(C)(C)OC(=O)N1CCC(CC1)OCC#C